2-[(tert-butoxycarbonyl)amino]-1H-1,3-benzodiazole-5-carboxylic acid C(C)(C)(C)OC(=O)NC1=NC2=C(N1)C=CC(=C2)C(=O)O